(5-(2-(6-Methyl-1,2,5,7-tetraza-1H-inden-4-yl)ethyl)-2-furyl)methanol CC1=NC(=C2C=NNC2=N1)CCC1=CC=C(O1)CO